COC(=O)C12C(=NC=3C=CC=CC13)C=1NC3=CC=C(C=C3C1CCN2)OC Methyl-9-methoxy-5,6,7,12-tetrahydro-4bH-azepino[3,2-b:4,5-b']diindole-4b-carboxylate